D-3-aminopropyltrimethoxysilane NCCC[Si](OC)(OC)OC